C(C)(C)(C)OC(C([C@@H]([C@@]1(OC(OC1)(C)C)C#C)OC(C1=CC=C(C=C1)C)=O)([2H])[2H])=O [(1S)-3-tert-butoxy-2,2-dideuterio-1-[(4R)-4-ethynyl-2,2-dimethyl-1,3-dioxolan-4-yl]-3-oxo-propyl]4-methylbenzoate